C1(CCC1)N(C)CC1=CC(=C(C=C1)[S@](=O)(N)=NC(NC1=C2C(=CC=3CCCC13)CC2)=O)F (S)-4-((cyclobutyl(methyl)amino)methyl)-2-fluoro-N'-((2,4,5,6-tetrahydro-1H-cyclobuta[f]inden-3-yl)carbamoyl)benzenesulfonimidamide